ClC1=C(C=CC2=C1C(=CC(C=1N2NCN1)C)C1=C(C=CC=C1F)F)Cl 7,8-dichloro-6-(2,6-difluorophenyl)-4-methyl-1,4-dihydro-[1,2,4]triazolo[1,5-a][1]benzazepine